COC=1C=C(CN(C2=CC(=NC=C2)CN2CCOCC2)CC2=CC(=CC=C2)OC)C=CC1 N,N-bis(3-methoxybenzyl)-2-(morpholinomethyl)pyridin-4-amine